5-(chloromethyl)-1-fluoro-2,3-dimethoxy-benzene ClCC=1C=C(C(=C(C1)F)OC)OC